ethyl 2-((4-((S)-2-(4-chloro-2-fluorophenyl)-2-methylbenzo[d][1,3]dioxan-4-yl) piperidin-1-yl) methyl)-6-chloro-1-(((S)-oxetan-2-yl) methyl)-1H-thieno[2,3-d]imidazole-5-carboxylate ClC1=CC(=C(C=C1)[C@]1(OC(C2=C(O1)C=CC=C2)C2CCN(CC2)CC=2N(C1=C(N2)SC(=C1Cl)C(=O)OCC)C[C@H]1OCC1)C)F